CC=1N(C=CN1)C=1C=C(N)C=CC1 3-(2-methylimidazol-1-yl)aniline